(S)-N-(4-((2-chloro-6-fluorophenyl)carbamoyl)-2-fluoro-5-((1,1,1-trifluoropropan-2-yl)oxy)phenyl)piperidine-1-carboxamide ClC1=C(C(=CC=C1)F)NC(=O)C1=CC(=C(C=C1O[C@H](C(F)(F)F)C)NC(=O)N1CCCCC1)F